1-(1,3,4-trimethyl-1H-pyrazol-5-yl)ethan-1-amine CN1N=C(C(=C1C(C)N)C)C